ClC1=C(C=C(C=C1)F)[C@H]1C=2N(CC(N1)=O)C(=NC2NC(C2=CC(=CC(=C2)C(F)(F)F)F)=O)C#N (S)-N-(8-(2-chloro-5-fluorophenyl)-3-cyano-6-oxo-5,6,7,8-tetrahydroimidazo[1,5-a]pyrazin-1-yl)-3-fluoro-5-(trifluoromethyl)benzamide